C(C)(=O)OC(C(C=CC(C(C1=CC=C(C=C1)C)OC(C)=O)C)C)C1=CC=C(C=C1)C 2,5-dimethyl-1,6-di-p-tolylhex-3-ene-1,6-diyl diacetate